O[C@H]1CN(CC1)C1=CC=C2C(C(=CN(C2=C1)C(C)C)CN([C@@H]1CN(CCC1)C=1C=NNC1)CC1=CC(=NC=C1)C)=O 7-[(3R)-3-hydroxypyrrolidin-1-yl]-3-({[(2-methylpyridin-4-yl)methyl][(3S)-1-(1H-pyrazol-4-yl)piperidin-3-yl]amino}methyl)-1-(propan-2-yl)-1,4-dihydroquinolin-4-one